C(C1=CC=CC=C1)[O-] benzyl alcoholAte